C(=C)[C@@H]1[C@H](NC(C1)=O)COC1=NC=CC2=CC(=C(C=C12)OC)C(=O)N 1-{[(2S,3R)-3-ethenyl-5-oxopyrrolidin-2-yl]methoxy}-7-methoxyisoquinoline-6-carboxamide